CN1N=CC2=C1CN(C2)C2=CC=C1C=NC(=NN12)N[C@H]1[C@@H](CN(CC1)S(=O)(=O)C)O (3R,4R)-4-((7-(1-methyl-4,6-dihydropyrrolo[3,4-c]pyrazol-5(1H)-yl)pyrrolo[2,1-f][1,2,4]triazin-2-yl)amino)-1-(methylsulfonyl)piperidin-3-ol